4-((4-methoxybenzyl)oxy)-1-((2-(trimethylsilyl)ethoxy)methyl)-1H-pyrrolo[2,3-b]pyridine-5-carbonitrile COC1=CC=C(COC2=C3C(=NC=C2C#N)N(C=C3)COCC[Si](C)(C)C)C=C1